N(=NC(C#N)(CC(C)C)C)C(C#N)(CC(C)C)C azobis-(2,4'-dimethylvaleronitrile)